FC=1C(=C(C=NC1C)NCC=1C=C2N=CC=NC2=CC1)N1CCNCC1 5-Fluoro-6-methyl-4-(piperazin-1-yl)-N-(quinoxalin-6-ylmethyl)pyridin-3-amine